C(C)(C)(C)OC(=O)N1CCC(CC1)C=1C=NC(=CC1)[N+](=O)[O-] 4-(6-nitropyridine-3-yl)piperidine-1-formic acid tert-butyl ester